3-(oxetan-2-ylmethyl)-3H-thieno[2,3-d]imidazole-5-carboxylic acid methyl ester COC(=O)C1=CC2=C(N(C=N2)CC2OCC2)S1